(3S)-4-(1-(4-allyl-2-isopropylpyridin-3-yl)-7-(2-allyl-6-fluorophenyl)-6-Fluoro-2-oxo-1,2-dihydropyrido[2,3-d]Pyrimidin-4-yl)-3-methylpiperazine-1-carboxylic acid tert-butyl ester C(C)(C)(C)OC(=O)N1C[C@@H](N(CC1)C=1C2=C(N(C(N1)=O)C=1C(=NC=CC1CC=C)C(C)C)N=C(C(=C2)F)C2=C(C=CC=C2F)CC=C)C